methylenebishydroxyphenylbenzotriazole C=C1C(=C(C(=C2C1=NN=N2)C2=CC=CC=C2)O)O